2-Amino-N-{1-[8-chloro-5-(5-cyanopyridin-3-yl)imidazo[1,5-a]pyridin-6-yl]ethyl}pyrazolo[1,5-a]pyrimidine-3-carboxamide NC1=NN2C(N=CC=C2)=C1C(=O)NC(C)C=1C=C(C=2N(C1C=1C=NC=C(C1)C#N)C=NC2)Cl